C1CCCC12C=C(CCC2)C(CCC=C)=O 1-(spiro[4.5]dec-6-en-7-yl)pent-4-en-1-one